2,6,8,12-tetramethyl-2,4-tridecadiene-1-ol CC(CO)=CC=CC(CC(CCCC(C)C)C)C